Imidazole Propionate C(CC)(=O)O.N1C=NC=C1